C1(CCCC1)CC(=O)NC1=C(C=C(C=C1F)N1CCOCC1)F 2-Cyclopentyl-N-(2,6-difluoro-4-morpholin-4-yl-phenyl)-acetamide